(R)-phenyl-oxirane C1(=CC=CC=C1)[C@H]1OC1